ClC=1C=C(C=C(C1)Cl)C=1OC2=C(N1)C=CC(=C2)C(=O)OC2CN(CC2)C(C(F)(F)F)(C)C 1-(1,1,1-trifluoro-2-methylpropan-2-yl)pyrrolidin-3-yl 2-(3,5-dichlorophenyl)benzo[d]oxazole-6-carboxylate